6-[2,6-difluoro-4-(2-tetrahydropyran-4-yloxyethoxy)phenoxy]-1-methyl-indazole-5-carboxamide FC1=C(OC2=C(C=C3C=NN(C3=C2)C)C(=O)N)C(=CC(=C1)OCCOC1CCOCC1)F